O=C1NN=C(O1)C=1C=C(C=NC1)C=1C=C2C(=C(C=NC2=CC1)C#N)NC(C)C1=CC=CC=C1 6-(5-(5-oxo-4,5-dihydro-1,3,4-oxadiazol-2-yl)pyridin-3-yl)-4-((1-phenylethyl)amino)quinoline-3-carbonitrile